4-(((1-(3,5-dichlorophenyl)piperidin-4-yl)oxy)methyl)-1H-1,2,3-triazole-5-carboxylic acid ClC=1C=C(C=C(C1)Cl)N1CCC(CC1)OCC=1N=NNC1C(=O)O